N[C@@H]1[C@@H](OCC12CCN(CC2)C=2N(C(C1=C(N2)NN=C1C#CC1=CC=C(C#N)C=C1)=O)C)C 4-((6-((3S,4S)-4-amino-3-methyl-2-oxa-8-azaspiro[4.5]decan-8-yl)-5-methyl-4-oxo-4,5-dihydro-1H-pyrazolo[3,4-d]pyrimidin-3-yl)ethynyl)benzonitrile